(5-mercaptomethyl-[1,4]dithiane-2-yl)-methanethiol SCC1SCC(SC1)CS